1-cyclobutyl-3-((dimethylamino)methylene)piperidine-2,4-dione C1(CCC1)N1C(C(C(CC1)=O)=CN(C)C)=O